Tert-butyl (((2S,4S)-4-(5-carbamoyl-3-fluoro-2-methoxypyridin-4-yl)-5-chloro-2-phenyl-2,3-dihydrobenzofuran-2-yl)methyl)carbamate C(N)(=O)C=1C(=C(C(=NC1)OC)F)C1=C(C=CC2=C1C[C@](O2)(C2=CC=CC=C2)CNC(OC(C)(C)C)=O)Cl